tert-butyl 7-(p-tolylsulfonyloxy)-4-azaspiro[2.5]octane-4-carboxylate C1(=CC=C(C=C1)S(=O)(=O)OC1CCN(C2(CC2)C1)C(=O)OC(C)(C)C)C